Benzyl-pyrazole C(C1=CC=CC=C1)C1=NNC=C1